S1SNC2=C1C=CC=C2 benzodithiaazole